ClC1=CC=C(C=C1)C1=NN([C@@H]([C@H]1C1=CC=CC=C1)C)C(=O)NS(=O)(=O)N1CCC(CC1)(F)F (4R,5R)-3-(4-chlorophenyl)-N-((4,4-difluoropiperidin-1-yl)sulfonyl)-5-methyl-4-phenyl-4,5-dihydro-1H-pyrazole-1-carboxamide